[Si](C)(C)(C(C)(C)C)OCCC1=C2C(N(C(C2=CC=C1)=O)C1C(NC(CC1)=O)=O)=O 4-(2-((tert-butyldimethylsilyl)oxy)ethyl)-2-(2,6-dioxopiperidin-3-yl)isoindoline-1,3-dione